C(C)(C)(C)OC(=O)N1CC(C1)OC1CCNCC1 3-(piperidin-4-yloxy)azetidine-1-carboxylic acid tert-butyl ester